5-(5-amino-6-(5-(4-((methylamino)methyl)phenyl)isoxazol-3-yl)pyrazin-2-yl)-3-fluoro-2,2-Dimethyl-2,3-dihydrobenzo[b]thiophene 1,1-dioxide NC=1N=CC(=NC1C1=NOC(=C1)C1=CC=C(C=C1)CNC)C1=CC2=C(S(C(C2F)(C)C)(=O)=O)C=C1